CC1=CC=2C3=C(N(C2C=C1)CC1=CC=C(C=C1)S(=O)(=O)N)CCCN3 4-((8-methyl-1,2,3,4-tetrahydro-5H-pyrido[3,2-b]indol-5-yl)methyl)benzenesulfonamide